N-(5,6-dimethylpyridin-2-yl)azetidine-3-carboxamide hydrochloride Cl.CC=1C=CC(=NC1C)NC(=O)C1CNC1